3-[3-chloro-4-[(4-iodopyrazol-1-yl)methyl]phenyl]-5-(trifluoromethyl)-1,2,4-oxadiazole ClC=1C=C(C=CC1CN1N=CC(=C1)I)C1=NOC(=N1)C(F)(F)F